2-chloro-3-fluoro-4-iodo-5-(methoxymethoxy)pyridine ClC1=NC=C(C(=C1F)I)OCOC